Cl.ClC1=C2C(=NC(=C1)C1=CC(=CC=C1)Cl)CCC2 4-chloro-2-(3-chlorophenyl)-6,7-dihydro-5H-cyclopenta[b]pyridine HCl salt